1,2,3,6-tetrahydro-8-methyl-2-oxo-6-thioxo-7H-purine CC1=NC=2NC(NC(C2N1)=S)=O